ClC=1C(=CC(=NC1)NC(=O)N1C2CC(CC1C2)C)C2=NC=C(C=N2)F cis-N-(5-chloro-4-(5-fluoropyrimidin-2-yl)pyridin-2-yl)-3-methyl-6-azabicyclo[3.1.1]heptane-6-carboxamide